COCCC1=CC=C(C=N1)C1=C(N=C2N1C=CN=C2N2CCOCC2)C [6-(2-methoxyethyl)pyridin-3-yl]-2-methyl-8-morpholin-4-ylimidazo[1,2-a]pyrazine